IC1=C(C=NN1C)C#N 5-iodo-1-methylpyrazole-4-carbonitrile